boric acid diammonium salt [NH4+].[NH4+].B([O-])([O-])O